2-(2'-hydroxy-2'-mono-tert-butylphenyl)benzotriazole OC1(C(C=CC=C1)N1N=C2C(=N1)C=CC=C2)C(C)(C)C